COC1=CC=C(C=C1)CN1N=C2N(C=C(C=C2)C2=CC=C(C=C2)S(=O)(=O)N2CCC(CC2)NC2=CC=C(C=C2)S(F)(F)(F)(F)F)C1=O 2-[(4-methoxyphenyl)methyl]-6-{4-[(4-{[4-(pentafluoro-λ6-sulfanyl)phenyl]Amino}piperidin-1-yl)sulfonyl]phenyl}-2H,3H-[1,2,4]triazolo[4,3-a]pyridin-3-one